7-(4-(Dipropylamino) butyl)-7-hydroxytridecane-1,13-diylbis(6-propylundecanoate) C(CC)N(CCCCC(CCCCCCC(C(=O)[O-])CCCC(CCCCC)CCC)(CCCCCCC(C(=O)[O-])CCCC(CCCCC)CCC)O)CCC